FC1=C(C=CC(=C1)F)C1(CO1)CN1N=CN=C1 2-(2,4-difluorophenyl)-3-(1,2,4-triazol-1-yl)-1,2-epoxypropane